C12OCC(CC1)CC2 2-oxa-bicyclo[2.2.2]octane